CS(=O)(=O)C(C)(C)C=1C=2N(N=C(C1)N1[C@@H](COCC1)C)C=NC2 (3R)-4-[4-(2-methylsulfonylprop-2-yl)imidazo[1,5-b]Pyridazin-2-yl]-3-methylmorpholine